4-(4-((1-(3-(difluoro(piperidin-4-yl)methyl)-2-fluorophenyl)ethyl)amino)-7-methoxy-2-methylpyrido[2,3-d]pyrimidin-6-yl)tetrahydro-2H-thiopyran 1,1-dioxide FC(C=1C(=C(C=CC1)C(C)NC=1C2=C(N=C(N1)C)N=C(C(=C2)C2CCS(CC2)(=O)=O)OC)F)(C2CCNCC2)F